3-(6-(((3R,4R)-1-(5-chloro-4-((1-methyl-2-oxoindolin-5-yl)amino)pyrimidin-2-yl)-3-methylpiperidin-4-yl)(methyl)amino)-1-methyl-1H-indazol-3-yl)piperidine-2,6-dione ClC=1C(=NC(=NC1)N1C[C@H]([C@@H](CC1)N(C1=CC=C2C(=NN(C2=C1)C)C1C(NC(CC1)=O)=O)C)C)NC=1C=C2CC(N(C2=CC1)C)=O